ClC1=CC(=C(COC2=CC=CC(=N2)N2C[C@@H](N(CC2)CC2=NC3=C(N2CC2=CN=CO2)C=C(C=C3)C(=O)O)C)C=C1)F 2-{[(2S)-4-{6-[(4-chloro-2-fluorobenzyl)oxy]pyridin-2-yl}-2-methylpiperazin-1-yl]methyl}-1-(1,3-oxazol-5-ylmethyl)-1H-benzimidazole-6-carboxylic acid